tertbutylisocyanide C(C)(C)(C)[N+]#[C-]